racemic-6-(1-(difluoromethyl)cyclopropyl)-2-methyl-4-((1-(2-methyl-3-(trifluoromethyl)phenyl)prop-2-yn-1-yl)amino)pyrido[4,3-d]pyrimidin-7(6H)-one FC(C1(CC1)N1C=C2C(N=C(N=C2N[C@H](C#C)C2=C(C(=CC=C2)C(F)(F)F)C)C)=CC1=O)F |r|